4-nitrophenyl (R)-3-(3,5-dimethyl-6-oxopyridazin-1(6H)-yl)piperidine-1-carboxylate CC1=NN(C(C(=C1)C)=O)[C@H]1CN(CCC1)C(=O)OC1=CC=C(C=C1)[N+](=O)[O-]